(4-((6-amino-5-cyanopyrimidin-4-yl)oxy)-2-fluorophenyl)-3-(3-(tert-butyl)-1-(3-methoxyphenyl)-1H-pyrazol-5-yl)urea NC1=C(C(=NC=N1)OC1=CC(=C(C=C1)NC(=O)NC1=CC(=NN1C1=CC(=CC=C1)OC)C(C)(C)C)F)C#N